methylsulfonyl-N1-[2-(2,5-dioxo-2,5-dihydro-1H-pyrrol-1-yl)ethyl]-L-isoleucine amid CS(=O)(=O)N[C@@H]([C@@H](C)CC)C(=O)NCCN1C(C=CC1=O)=O